OCCN1CCN(CC1)CC1=CC=C(C(=O)NC=2SC=C(N2)C(C)(C)C2=CC=C(C=C2)C)C=C1 4-((4-(2-hydroxyethyl)piperazin-1-yl)methyl)-N-(4-(2-(p-tolyl)propan-2-yl)thiazol-2-yl)benzamide